N-(3-(3-hydroxyoxetan-3-yl)-5-(4-methylpiperazin-1-yl)phenyl)-1-(4-(trifluoromethyl)phenyl)piperidine-4-carboxamide OC1(COC1)C=1C=C(C=C(C1)N1CCN(CC1)C)NC(=O)C1CCN(CC1)C1=CC=C(C=C1)C(F)(F)F